2-(4'-Methyl-[1,1'-biphenyl]-2-yl)pyridine CC1=CC=C(C=C1)C1=C(C=CC=C1)C1=NC=CC=C1